NC1=CC=C(C2=C(C=CC(=C12)O)N)O 1,5-diamino-4,8-naphthalenediol